CS(=O)(=O)C=1C=CC(=C(C1)O)[N+](=O)[O-] 5-(methylsulfonyl)-2-nitrophenol